C(CCCCCCC)C=1C=CC2=CC3=C(C=4SC5=C(C4S3)C=C(C=C5)C5=CC=CC=C5)C=C2C1 9-octyl-3-phenylnaphtho[2',3':4,5]thieno[3,2-b][1]benzothiophene